C1(CCC2=CC=3CCCC3C=C12)=O 3,5,6,7-tetrahydro-2H-s-indacen-1-one